(S)-2-((((9H-fluoren-9-yl)methoxy)carbonyl)amino)-3-(isoquinolin-4-yl)propanoic acid C1=CC=CC=2C3=CC=CC=C3C(C12)COC(=O)N[C@H](C(=O)O)CC1=CN=CC2=CC=CC=C12